[Cu].C(C(=O)O)(=O)O oxalic acid copper